BrC1=C(N=C2N(C1=O)C=CC=C2)N[C@@H]2C[C@@H](CN(C2)C)C2=CC=C(OCCCCOC1=C3C(N(C(C3=CC=C1)=O)C1C(NC(CC1)=O)=O)=O)C=C2 4-[4-[4-[(3R,5R)-5-[(3-Bromo-4-oxo-pyrido[1,2-a]pyrimidin-2-yl)amino]-1-methyl-3-piperidyl]phenoxy]butoxy]-2-(2,6-dioxo-3-piperidyl)isoindoline-1,3-dione